ClC=1C=C(C=CC1Cl)NC(=O)NCCC1=CC=C(C=C1)OCCOC1CNCCO1 1-(3,4-dichlorophenyl)-3-(4-(2-morpholin-2-oxyethoxy)phenethyl)urea